C(C)OC(C(C)(C)OC1=C(C=C(C=C1C)CN1CCN(CC1)C=1C=NC(=CC1)C(F)(F)F)C)=O 2-(2,6-dimethyl-4-((4-(6-(trifluoromethyl)pyridin-3-yl)piperazin-1-yl)methyl)phenoxy)-2-methylpropanoic acid ethyl ester